C(C=CCCC)O 2-hexene-1-ol